1-[2-(2,2,2-Trifluoro-ethoxy)-pyridin-4-ylmethyl]-3-(3-trifluoromethyl-bicyclo[1.1.1]pent-1-yl)-urea FC(COC1=NC=CC(=C1)CNC(=O)NC12CC(C1)(C2)C(F)(F)F)(F)F